C(#N)C1CC2(C1)CC(N(CC2)CC2=C1C=CNC1=C(C=C2C2CC2)C)C2=CC=C(C(=O)NCC1=CC(NC=C1)=O)C=C2 4-(2-cyano-7-((5-cyclopropyl-7-methyl-1H-indol-4-yl)methyl)-7-azaspiro[3.5]nonan-6-yl)-N-((2-oxo-1,2-dihydropyridin-4-yl)methyl)benzamide